ClC=1C=CC(=C(C1)C1=CC(=CN=N1)NC1=CC=NC2=CC(=CC=C12)OCCN1CCN(CC1)CCC#N)F 3-(4-{2-[(4-{[6-(5-chloro-2-fluorophenyl)pyridazin-4-yl]amino}quinolin-7-yl)oxy]ethyl}piperazin-1-yl)propanenitrile